FC1=C(C=CC=C1)C1(CC1)NC(=O)C1=CC=2C(=NC(=CC2)C=2C=NNC2)N1C N-(1-(2-fluorophenyl)cyclopropyl)-1-methyl-6-(1H-pyrazol-4-yl)-1H-pyrrolo[2,3-b]pyridine-2-carboxamide